C1(CCCCC1)NC1=CC(=CC(=N1)N1C(C2=CC(=CC(=C2C1)C(F)(F)F)CNC1(CCC1)C)=O)C1(CC(C1)C)C1=NN=CN1C 2-(6-(cyclohexylamino)-4-((1s,3s)-3-methyl-1-(4-methyl-4H-1,2,4-triazol-3-yl)cyclobutyl)pyridin-2-yl)-6-(((1-methylcyclobutyl)amino)methyl)-4-(trifluoromethyl)isoindolin-1-one